(Tetrahydro-2H-pyran-4-yl)(3-(5-(5-(trifluoromethyl)-1,2,4-oxadiazol-3-yl)pyridin-2-yl)-3,6-diazabicyclo[3.1.1]heptan-6-yl)methanone O1CCC(CC1)C(=O)N1C2CN(CC1C2)C2=NC=C(C=C2)C2=NOC(=N2)C(F)(F)F